FC1=CN(C2=CC=CC(=C12)OC)S(=O)(=O)C1=CC=C(C)C=C1 3-fluoro-4-methoxy-1-tosyl-1H-indole